6-(4-fluorophenyl)-4-((1-(2-(trifluoromethyl)pyrimidin-5-yl)ethyl)amino)quinazolin-8-ol FC1=CC=C(C=C1)C=1C=C2C(=NC=NC2=C(C1)O)NC(C)C=1C=NC(=NC1)C(F)(F)F